C1(CCCCC1)NC1=NC=C(C(=C1)OC)N N2-cyclohexyl-4-methoxypyridine-2,5-diamine